C(C1=CC=CC=C1)(=S)S[N+]#[C-] isocyano dithiobenzoate